C1(CC1)CNC1=C(C#N)C=C(C=C1)C1=NC(=NO1)C1=CC=C2CC(NC2=C1)=O 2-((cyclopropyl-methyl)amino)-5-(3-(2-oxoindolin-6-yl)-1,2,4-oxadiazol-5-yl)benzonitrile